4-[5-(1H-imidazol-4-yl)benzimidazol-1-yl]-2,6-dimethoxy-N-(2,2,2-trifluoroethyl)benzamide N1C=NC(=C1)C1=CC2=C(N(C=N2)C2=CC(=C(C(=O)NCC(F)(F)F)C(=C2)OC)OC)C=C1